NC1=NC=NN2C1=C(N=C2C(C)C)C2=CC=C(CNC(C1=C(C=CC=C1)OC(F)(F)F)=O)C=C2 N-(4-(4-amino-7-isopropylimidazo[5,1-f][1,2,4]triazin-5-yl)benzyl)-2-(trifluoromethoxy)benzamide